(1-methylpyrazol-4-yl)acetamide CN1N=CC(=C1)CC(=O)N